CN1N=CC2=NC(=CC=C21)CC#CC(=O)N 1-methylpyrazolo[4,3-b]pyridin-5-ylbut-2-ynamide